2,2,2-Trichloroethyl ((4-phenylbut-3-ynoyl)oxy)carbamate C1(=CC=CC=C1)C#CCC(=O)ONC(OCC(Cl)(Cl)Cl)=O